C1(=CC=CC=C1)[C@@H](C)NC(=O)NCCC[Si](OCC)(OCC)OCC (R)-N-1-phenylethyl-N'-triethoxysilylpropyl-urea